2-((18,18,18-trifluorooctadecyl)oxy)ethyl hydrogen ((2-(2-amino-6-oxo-1,6-dihydro-9H-purin-9-yl)ethoxy)methyl)phosphonate NC=1NC(C=2N=CN(C2N1)CCOCP(OCCOCCCCCCCCCCCCCCCCCC(F)(F)F)(O)=O)=O